6,6,9-trimethyl-2-(4-methylthiophen-2-yl)-3-pentyl-6H-benzo[c]chromen-1-ol CC1(OC=2C=C(C(=C(C2C2=C1C=CC(=C2)C)O)C=2SC=C(C2)C)CCCCC)C